FC=1C(=CC(=C(C(=O)OC)C1)NC(=O)C1=NC=2N(C=C1)C(=CN2)C=2C=NN(C2)C2OCCCC2)C#C[Si](C)(C)C methyl 5-fluoro-2-(3-(1-(tetrahydro-2H-pyran-2-yl)-1H-pyrazol-4-yl)imidazo[1,2-a]pyrimidine-7-carboxamido)-4-((trimethylsilyl)ethynyl)benzoate